(3R,4S)-8'-(difluoromethoxy)-3,7,8-trifluoro-6'-(trifluoromethyl)-3'H-spiro[chroman-4,2'-imidazo[1,2-a]pyridine] FC(OC=1C=2N(C=C(C1)C(F)(F)F)C[C@]1(N2)[C@H](COC2=C(C(=CC=C21)F)F)F)F